COC(=O)C1=NC(=C(C=C1[N+](=O)[O-])C(F)(F)F)N(C(C)C)CCC=C 6-[but-3-enyl-(isopropyl)amino]-3-nitro-5-(trifluoromethyl)pyridine-2-carboxylic acid methyl ester